(S)-3-(4-(2-(2-(benzo[d]oxazole-2-carbonyl)pyrrolidin-1-yl)-2-oxoethylcarbamoyl)quinolin-7-yl)benzoic acid O1C(=NC2=C1C=CC=C2)C(=O)[C@H]2N(CCC2)C(CNC(=O)C2=CC=NC1=CC(=CC=C21)C=2C=C(C(=O)O)C=CC2)=O